FC(C(=O)O)(F)F.NCCNC(CN1C(C=CC1=O)=O)=O N-(2-aminoethyl)-2-(2,5-dioxo-2,5-dihydro-1H-pyrrol-1-yl)acetamide trifluoroacetate